(R)-4-(4-fluoro-2,8-diazaspiro[4.5]decan-8-yl)-2-(pyridin-4-yl)pyrido[3,4-d]pyrimidine F[C@H]1CNCC12CCN(CC2)C=2C1=C(N=C(N2)C2=CC=NC=C2)C=NC=C1